C1(=CC=CC=C1)C1(NC(=CC(=C1)C1=CC=CC=C1)C1=CC=CC=C1)C(=O)[O-] 2,4,6-triphenylpyridineAt